C1(CC1)C#CC1=C(C=C(OC2=C(N=NN2)C(=O)O)C=C1)C(F)(F)F 5-(4-(cyclopropylethynyl)-3-(trifluoromethyl)phenoxy)-1H-1,2,3-triazole-4-carboxylic acid